9-(2-(2-(hydroxymethyl)piperidin-1-yl)pyrimidin-5-yl)-6,7-dimethoxynaphtho[2,3-c]furan-1(3H)-one hydrochloride Cl.OCC1N(CCCC1)C1=NC=C(C=N1)C1=C2C=C(C(=CC2=CC2=C1C(OC2)=O)OC)OC